NC1=C(C(=CC(=N1)C1=NC(=CC=C1)C)Br)O 6-amino-4-bromo-6'-methyl-[2,2'-bipyridine]-5-ol